ethylketon C(C)C(=O)CC